[1-(aminomethyl)cyclopentyl]methanol NCC1(CCCC1)CO